(R)-4-(2,2-difluoro-7-((5-methoxy-7-methyl-1H-indol-4-yl)methyl)-7-azaspiro[3.5]nonan-6-yl)-N-ethylbenzamide FC1(CC2(C1)C[C@@H](N(CC2)CC2=C1C=CNC1=C(C=C2OC)C)C2=CC=C(C(=O)NCC)C=C2)F